ClC1=C(OC2CCN(CC2)C(CNC(=O)C2=NOC(=C2)C2=C(C=CC=C2)O)=O)C=CC=C1 5-(2-Hydroxy-phenyl)-isoxazole-3-carboxylic acid {2-[4-(2-chloro-phenoxy)-piperidin-1-yl]-2-oxo-ethyl}-amide